The molecule is a long-chain primary fatty alcohol that is octadecan-1-ol (stearyl alcohol) substituted by a methyl group at position 16. It derives from an octadecan-1-ol. CCC(C)CCCCCCCCCCCCCCCO